(2S,3R)-1-(4-(3,4-dihydro-2H-spiro[benzo[f][1,4]oxazepine-5,3'-oxetan]-8-yl)-7,7-difluoro-6,7-dihydro-5H-cyclopenta[d]pyrimidin-2-yl)-2-methylazetidin-3-ol O1CC2(C1)NCCOC1=C2C=CC(=C1)C=1C2=C(N=C(N1)N1[C@H]([C@@H](C1)O)C)C(CC2)(F)F